C(=C)C1=CC=C(C(=C1)B(O)O)B(O)O 5-vinylbenzene-diboronic acid